O1C(CCCC1)N1N=CC(=C1)C1=CC=C(C=C1)N1CCC(CC1)CN (1-(4-(1-(tetrahydro-2H-pyran-2-yl)-1H-pyrazol-4-yl)phenyl)piperidine-4-yl)methylamine